NC1CCN(CC1)C1=C(C=NC2=CC=C(C=C12)C=1C=C(C=NC1N1CCC1)C#N)C1=CC(=CC(=C1)F)F 5-[4-(4-Aminopiperidin-1-yl)-3-(3,5-difluorophenyl)chinolin-6-yl]-6-(azetidin-1-yl)pyridin-3-carbonitril